3-(difluoromethoxy)-4-nitro-1H-pyrazole FC(OC1=NNC=C1[N+](=O)[O-])F